FC=1C=CC(=C(C1)C1C(C(C(O1)=O)=C)C)C=1C=NN(C1)C 5-(5-fluoro-2-(1-methyl-1H-pyrazol-4-yl)phenyl)-4-methyl-3-methylenedihydrofuran-2(3H)-one